(4-(benzyloxy)phenyl)acrylic acid C(C1=CC=CC=C1)OC1=CC=C(C=C1)C(C(=O)O)=C